C(\C=C\C1=CC=C(C=C1)O)(=O)N(C=1C=2N=C(N([C@H]3[C@H](O)[C@H](OP(=O)(O)O)[C@@H](COP(=O)(O)OP(=O)(O)OCC(C)(C)[C@@H](O)C(=O)NCCC(=O)NCCS)O3)C2N=CN1)C(\C=C\C1=CC=C(C=C1)O)=O)C(\C=C\C1=CC=C(C=C1)O)=O Trip-Coumaryl-CoA